[Ga].CC(CC(C)=O)=O.CC(CC(C)=O)=O.CC(CC(C)=O)=O tris(2,4-pentanedione) gallium